P(=O)([O-])([O-])[O-].[Li+].[Fe+2] IRON-LITHIUM PHOSPHATE